(R)-4-(benzenesulfonyl)butanediol C1(=CC=CC=C1)S(=O)(=O)CCCC(O)O